FC1=CC2=CN(N=C2C(=C1)C(=O)N)C1=CC=C(C=C1)[C@H]1CNCCC1 5-fluoro-2-{4-[(3S)-piperidin-3-yl]phenyl}-2H-indazole-7-carboxamide